6-bromo-1-ethyl-4-methyl-1,3-dihydro-2H-benzo[d]imidazol-2-one BrC=1C=C(C2=C(N(C(N2)=O)CC)C1)C